COC1=CC=2C3=C(NC2C=C1)CCNC3 2,3,4,5-tetrahydro-8-methoxy-1H-pyrido[4,3-b]indole